C(C)(C)(C)OC(=O)N1CC(C1)CNC1=C(C=C(C=C1OC)C(=O)OC)N 3-(((2-amino-6-methoxy-4-(methoxycarbonyl)phenyl)amino)methyl)azetidine-1-carboxylic acid tert-butyl ester